α,α-dimethyl-meta-isopropenylbenzyl isocyanate CC(C1=CC(=CC=C1)C(=C)C)(C)N=C=O